ethyl 2-[(1S)-1-amino-4-chloro-indan-1-yl]acetate hydrochloride Cl.N[C@@]1(CCC2=C(C=CC=C12)Cl)CC(=O)OCC